2-bromo-3-fluoro-1-methyl-pyridin-4(1H)-one BrC=1N(C=CC(C1F)=O)C